(2S)-1-[(11Z,14Z)-eicos-11,14-diene-1-yloxy]-N,N-dimethyl-3-(pentyloxy)propan-2-amine C(CCCCCCCCC\C=C/C\C=C/CCCCC)OC[C@H](COCCCCC)N(C)C